C[C@H]1OC[C@@H](OC1)CNC1=C(C=C(C=C1)S(=O)(=O)N)[N+](=O)[O-] 4-((((2S,5r)-5-methyl-1,4-dioxan-2-yl)methyl)amino)-3-nitrobenzenesulfonamide